FC=1C=CC(=NC1)OCC1N(C2CC(C1)C2)C(=O)C2=C(C=CC(=C2)C)N2N=CC=N2 3-{[(5-fluoropyridin-2-yl)oxy]methyl}-2-{[5-methyl-2-(2H-1,2,3-triazol-2-yl)phenyl]carbonyl}-2-azabicyclo[3.1.1]heptane